[3-(dimethylamino)propyl]-3-[[2-[4-(4-ethoxy-6-oxo-1H-pyridin-3-yl)-2-fluorophenyl]acetyl]amino]-5-(trifluoromethyl)benzamide CN(CCCC1=C(C(=O)N)C=C(C=C1NC(CC1=C(C=C(C=C1)C1=CNC(C=C1OCC)=O)F)=O)C(F)(F)F)C